C(C)(C)(C)CC(C(=O)O[O-])(C)C(C)(C)C di-tert-butylperoxyisobutyrate